C1(CCCC1)N(C(=O)C=1NC2=CC=C(C=C2C1CCC)C)C N-cyclopentyl-N,5-dimethyl-3-propyl-1H-indole-2-carboxamide